C(C=CC1=CC=CC=C1)C1=C(C(N(C1C1=CC=CC=C1)C1=CC=C(C=C1)C)=O)O 4-cinnamyl-3-hydroxy-5-phenyl-1-(4-methylphenyl)-1H-pyrrol-2(5H)-one